N,N'-bis(3-methylenepent-4-enyl)piperazine C=C(CCN1CCN(CC1)CCC(C=C)=C)C=C